ClC=1C=C(C=CC1)NC(=O)N1C=COC2=C1C=CC=C2 N-(3-chlorophenyl)-1,4-benzoxazine-4-formamide